6,7-dichloro-5-(2-fluoro-5-methoxy-phenyl)-3-methyl-3H-1,4-benzodiazepine-2-Amine ClC1=C(C=CC2=C1C(=NC(C(=N2)N)C)C2=C(C=CC(=C2)OC)F)Cl